COC1=C(C=C(C=C1)C=1CCN(CCC1)C(=O)OC(C)(C)C)C(=O)OC Tert-butyl 4-(4-methoxy-3-(methoxy carbonyl)phenyl)-2,3,6,7-tetrahydro-1H-azepine-1-carboxylate